C1(CCCC1)OCC1=C(C=CC(=C1)NC1(CCOCC1)C(=O)O)C1=C(C(=CC=C1)OC1CC1)F 4-((2-((cyclopentyloxy)methyl)-3'-cyclopropyloxy-2'-fluoro-[1,1'-biphenyl]-4-yl)amino)tetrahydro-2H-pyran-4-carboxylic acid